eicosyl-cyclotrisiloxane C(CCCCCCCCCCCCCCCCCCC)[SiH]1O[SiH2]O[SiH2]O1